The molecule is a branched amino trisaccharide that is D-galactopyranose in which the hydroxy groups at positions 3 and 4 have been converted into the corresponding 2-acetamido-2-deoxy-alpha-D-glucopyranosyl and beta-D-mannopyranosyl derivatives, respectively. It is an amino trisaccharide and a member of acetamides. It derives from a beta-D-Manp-(1->4)-D-Galp. CC(=O)N[C@@H]1[C@H]([C@@H]([C@H](O[C@@H]1O[C@H]2[C@H]([C@H](OC([C@@H]2O)O)CO)O[C@H]3[C@H]([C@H]([C@@H]([C@H](O3)CO)O)O)O)CO)O)O